ONC(=N)C1=CC2=C(OCO2)C=C1 N-hydroxy-1,3-benzodioxol-5-carboxamidine